C(C)(C)(C)OC(=O)N1CC(NCCC1)C 3-methyl-1,4-diazepane-1-carboxylic acid tert-butyl ester